N2-{[(9H-fluoren-9-yl)methoxy]carbonyl}-L-lysine-2-propen-1-yl ester hydrochloride Cl.C(C=C)OC([C@@H](NC(=O)OCC1C2=CC=CC=C2C=2C=CC=CC12)CCCCN)=O